ClC1=CC=C(OCCNC2(CCOCC2)C(=O)NC2(CC2)C2=CC=C(C(=O)OC)C=C2)C=C1 Methyl 4-[1-[[4-[2-(4-chlorophenoxy)ethylamino]tetrahydropyran-4-carbonyl]amino]cyclopropyl]benzoate